ClC=1C(=CC(=C(C1)C1CCN(CC1)C(=O)OC(C)(C)C)OC)C tert-butyl 4-(5-chloro-2-methoxy-4-methylphenyl)piperidine-1-carboxylate